C123C(CC(=CC1)C2)C(=O)OC3=O 4-norbornene-1,2-dicarboxylic anhydride